C(C=C)NC(CCCCCCCCCCC(=O)NCC=C)=O N,N'-diallyl-dodecanediamide